FC=1C(=NC=CC1CC=1C(OC2=CC(=CC=C2C1CO)OC1=NC=CC=C1F)=O)NS(NC)(=O)=O 3-[[3-fluoro-2-(methylsulfamoylamino)-4-pyridinyl]methyl]-7-[(3-fluoro-2-pyridinyl)oxy]-4-(hydroxymethyl)chromen-2-one